lithium perchlorate salt Cl(=O)(=O)(=O)[O-].[Li+]